1-cyclopropyl-6-(trifluoromethyl)indole-3-carboxylic acid C1(CC1)N1C=C(C2=CC=C(C=C12)C(F)(F)F)C(=O)O